tert-butyl 1-(((6-morpholinopyrimidin-4-yl) amino) methyl)-7-azaspiro[3.5]nonane-7-carboxylate O1CCN(CC1)C1=CC(=NC=N1)NCC1CCC12CCN(CC2)C(=O)OC(C)(C)C